2-((S)-4,4-difluoro-3-(6-oxo-1,6-dihydropyridin-3-yl)piperidin-1-yl)-N-(6-(spiro[3.3]hept-2-yloxy)pyridazin-3-yl)propionamide FC1([C@H](CN(CC1)C(C(=O)NC=1N=NC(=CC1)OC1CC2(C1)CCC2)C)C2=CNC(C=C2)=O)F